(S)-tert-butyl 2-(4-(2-aminopyridin-4-yl) indoline-1-carbonyl)-pyrrolidine-1-carboxylate NC1=NC=CC(=C1)C1=C2CCN(C2=CC=C1)C(=O)[C@H]1N(CCC1)C(=O)OC(C)(C)C